1-(1-hydroxy-1H-pyrazol-4-yl)-3-(4-methoxybenzyl)-2,3-dihydroquinazolin-4(1H)-one ON1N=CC(=C1)N1CN(C(C2=CC=CC=C12)=O)CC1=CC=C(C=C1)OC